ClC1=C(C=CC=C1)C1=C(C=NC(=C1)C(F)(F)F)S(=O)(=O)N1CCC(CC1)(C(=O)N[C@@H](C)\C=C/S(=O)(=O)C)F (S,Z)-1-((4-(2-chlorophenyl)-6-(trifluoromethyl)pyridin-3-yl)sulfonyl)-4-fluoro-N-(4-(methylsulfonyl)but-3-en-2-yl)piperidine-4-carboxamide